N1(CCC2=CC=CC=C12)C1OCC(O1)CCN(C)C 2-indolinyl-4-(2-dimethylaminoethyl)-[1,3]-dioxolane